(R)-N-((R)-3-((2-methoxypropan-2-yl)thio)-1-(methylamino)-1-oxopropan-2-yl)-2,2,3-trimethylthiazolidine-4-carboxamide COC(C)(C)SC[C@@H](C(=O)NC)NC(=O)[C@H]1N(C(SC1)(C)C)C